(2S)-3-(4-bromophenyl)-2-[(3R)-1-[(tert-butoxy)carbonyl]pyrrolidin-3-yl]propanoic acid BrC1=CC=C(C=C1)C[C@H](C(=O)O)[C@@H]1CN(CC1)C(=O)OC(C)(C)C